C1(=CC=CC=C1)C(\C=C(/[Si](C)(C)C)\SC=1SC=CC1)=O (E)-1-Phenyl-3-(thiophen-2-ylthio)-3-(trimethylsilyl)prop-2-en-1-one